ClC=1C(=NC=CC1[C@H]1N([C@@H](CC2=C1NC1=CC=CC=C21)C)CC(CO)(F)F)OCCNCCCF 3-((1R,3R)-1-(3-chloro-2-(2-((3-fluoropropyl)amino)ethoxy)pyridin-4-yl)-3-methyl-1,3,4,9-tetrahydro-2H-pyrido[3,4-b]indol-2-yl)-2,2-difluoropropan-1-ol